lithium acetyltaurate salt monohydrate O.C(C)(=O)NCCS(=O)(=O)[O-].[Li+]